[4-[[3-[4-(difluoromethoxy)phenyl]imidazo[1,2-a]pyrazin-8-yl]amino]-2-methyl-phenyl]-[4-(imidazole-1-carbonyl)piperazin-1-yl]methanone FC(OC1=CC=C(C=C1)C1=CN=C2N1C=CN=C2NC2=CC(=C(C=C2)C(=O)N2CCN(CC2)C(=O)N2C=NC=C2)C)F